N-(5-chloro-2-hydroxyphenyl)phenylmethylamine ClC=1C=CC(=C(C1)NCC1=CC=CC=C1)O